BrC=1C=NN(C1)C1CN(C1)C(CC)=O 1-(3-(4-bromo-1H-pyrazol-1-yl)azetidin-1-yl)propan-1-one